1-(4-(benzyloxy)-6-chloro-2-methoxypyridin-3-yl)ethane-1-ol C(C1=CC=CC=C1)OC1=C(C(=NC(=C1)Cl)OC)C(C)O